CC1COC=2C3=C(C(OC(C12)=O)=O)C=1CCCC(C1C=C3)(C)C 1,2,6,7,8,9-Hexahydro-1,6,6-trimethyl-3,11-dioxanaphth[2,1-e]azulene-10,12-dione